FC1=C(C(=C(C=C1OC)OC)F)N1C(OC2=C(C1)C=NC1=C2C=NN1)=O 3-(2,6-difluoro-3,5-dimethoxyphenyl)-4,7-dihydropyrazolo[4',3':5,6]pyrido[3,4-e][1,3]oxazin-2(3H)-one